C1CC2=C(C=CC(=C2)F)O[C@H]1[C@@H](C[NH2+]C[C@H]([C@@H]3CCC4=C(O3)C=CC(=C4)F)O)O The molecule is an organic cation obtained by protonation of the secondary amino function of (S,R,R,R)-nebivolol. It is an ammonium ion derivative and an organic cation. It is a conjugate acid of a (S,R,R,R)-nebivolol. It is an enantiomer of a (R,S,S,S)-nebivolol(1+).